4-fluoro-2-(pyrrolidin-1-yl)-8H-dibenzo[3,4:6,7]cyclohepta[1,2-b]thiophen-8-ol FC1=CC=CC2=C1C1=C(SC(=C1)N1CCCC1)C1=C(C2O)C=CC=C1